2-((5-cyano-2-methylphenyl)-amino)-5-(trifluoromethyl)benzoic acid C(#N)C=1C=CC(=C(C1)NC1=C(C(=O)O)C=C(C=C1)C(F)(F)F)C